(S)-10-((6-oxo-4-phenylpyrimidin-1(6H)-yl)methyl)-7-azaspiro[4.5]Decane-7-carboxylic acid tert-butyl ester C(C)(C)(C)OC(=O)N1CC2(CCCC2)[C@H](CC1)CN1C=NC(=CC1=O)C1=CC=CC=C1